C(C(O)CC(=O)[O-])(=O)[O-].[Mg+2].[Mg+2].C(C(O)CC(=O)[O-])(=O)[O-] DIMAGNESIUM MALAT